C(CCC(C)(C)C)(=O)OOC(C)(C)C1=CC=CC=C1 alpha-cumyl peroxyneoheptanoate